1-(2-iodo-4-methylphenyl)ethanone IC1=C(C=CC(=C1)C)C(C)=O